BrC=1C=C(C(=NC1)F)C(C(F)F)=O 1-(5-bromo-2-fluoropyridin-3-yl)-2,2-difluoroethan-1-one